C[C@H]1CC[C@@H](N(C1)C(C(=O)NC=1C=C(C=NC1)C(=O)N)=O)C1=CC=C(C=C1)C(F)(F)F |r| rac-5-{2-[(2R,5S)-5-methyl-2-[4-(trifluoromethyl)phenyl]Piperidin-1-Yl]-2-oxoacetamido}Pyridine-3-carboxamide